(R)-5-(3,5'-dichloro-4-((3,5-difluoropyridin-2-yl)methoxy)-6-methyl-2-oxo-2H-[1,4'-bipyridin]-2'-yl)-3,3-dimethyl-1,3-dihydro-2H-pyrrolo[3,2-b]pyridin-2-one ClC=1C(N(C(=CC1OCC1=NC=C(C=C1F)F)C)C1=CC(=NC=C1Cl)C1=CC=C2C(=N1)C(C(N2)=O)(C)C)=O